5-((7-Hydroxy-4-morpholinopyrido[3',2':4,5]furo[3,2-d]pyrimidin-2-yl)amino)-N,N-dimethyl-3-phenyl-1H-pyrazole-1-sulfonamide OC=1C=CC2=C(OC3=C2N=C(N=C3N3CCOCC3)NC3=CC(=NN3S(=O)(=O)N(C)C)C3=CC=CC=C3)N1